C(C)(C)(C)NC1=NC(=NC(=N1)NC1=CC(=CC(=C1)S(=O)(=O)C)F)C1=C(C=CC=C1)O (4-(tert-butylamino)-6-((3-fluoro-5-(methylsulfonyl)phenyl)amino)-1,3,5-triazin-2-yl)phenol